5-((6-(cyclopent-1-en-1-yl)-2-cyclopropyl-3,4-dihydroquinolin-1(2H)-yl)sulfonyl)-2-((tetrahydro-2H-pyran-4-yl)methoxy)benzyl alcohol C1(=CCCC1)C=1C=C2CCC(N(C2=CC1)S(=O)(=O)C=1C=CC(=C(CO)C1)OCC1CCOCC1)C1CC1